CC1=C(C=C(C(=C1)CC1=CC(=CC=C1)C)C)N=CN(C)CC N'-(2,5-dimethyl-4-(3-methylbenzyl)phenyl)-N-ethyl-N-methyl-formimidamide